BrC1=CC(=NC=C1)N(C(=O)[C@@H]1CC[C@H](CC1)C(=O)OC)C[C@@H]1CC[C@H](CC1)C1=CC(=C(C=C1)OC)C trans-Methyl 4-((4-bromopyridin-2-yl)((trans-4-(4-methoxy-3-methylphenyl)cyclohexyl)methyl) carbamoyl)cyclohexanecarboxylate